BrC1=C(C=CC(=C1)C(=O)OC(C)C)NC(C1=CC(=CC(=C1)Cl)Cl)=O N-[2-bromo-4-(isopropoxycarbonyl)phenyl]-3,5-dichlorobenzamide